CON(C(C(C)OC)=O)CC1=CC=C(C=C1)C1=NOC(=N1)C(F)(F)F N,2-dimethoxy-N-[[4-[5-(trifluoromethyl)-1,2,4-oxadiazol-3-yl]phenyl]methyl]-propanamide